2-(4-iodo-1H-pyrazol-1-yl)-2-methyl-N-(2-(prop-1-yn-1-yl)-4-(trifluoromethyl)phenyl)propanamide IC=1C=NN(C1)C(C(=O)NC1=C(C=C(C=C1)C(F)(F)F)C#CC)(C)C